BrC=1C=C(N(C1C)C)C#N 4-bromo-1,5-dimethyl-pyrrole-2-carbonitrile